COC1CC(C1)(C#N)C1=CC=C(C=C1)OC(F)(F)F E-3-methoxy-1-[4-(trifluoromethoxy)phenyl]cyclobutanecarbonitrile